ClC1=C(C2=C(OCO2)C=C1)NC1=NC=2N(C(=C1)NC)N=CC2C(=O)NCC(CO)(C)C 5-((5-chlorobenzo[d][1,3]dioxol-4-yl)amino)-N-(3-hydroxy-2,2-dimethylpropyl)-7-(methylamino)pyrazolo[1,5-a]pyrimidine-3-carboxamide